(4'-bromo-3,5-dimethyl-[1,1'-biphenyl]-4-yl)borane BrC1=CC=C(C=C1)C1=CC(=C(C(=C1)C)B)C